Cl.Cl.CN1N=CC(=C1)C=1N=C(C=2N(C1)N=CC2)C2=CC=C(C=C2)CN (4-(6-(1-methyl-1H-pyrazol-4-yl)pyrazolo[1,5-a]pyrazin-4-yl)phenyl)methanamine dihydrochloride